FC(CC=1OC(=CN1)C=1C=CC(=NC1C1=CC=C2C=CC=NC2=C1)C#N)(C)C 5-(2-(2-Fluoro-2-methylpropyl)oxazol-5-yl)-6-(chinolin-7-yl)picolinonitril